tert-butyl 7-(dimethoxymethyl)-4-fluoro-6-formyl-3,4-dihydro-2,4-methylene-1,8-naphthyridine-1(2H)-carboxylate COC(C1=C(C=C2C3(CC(N(C2=N1)C(=O)OC(C)(C)C)C3)F)C=O)OC